tert-butyl 3-[2-amino-4-(3-cyanophenyl)thiazol-5-yl]pyrrolo[2,3-b]pyridine-1-carboxylate NC=1SC(=C(N1)C1=CC(=CC=C1)C#N)C1=CN(C2=NC=CC=C21)C(=O)OC(C)(C)C